5-(2-chloro-5-fluorobenzoyl)-6-nitrobenzo[d][1,3]dioxole-4-carbonitrile ClC1=C(C(=O)C2=C(C3=C(OCO3)C=C2[N+](=O)[O-])C#N)C=C(C=C1)F